O=C1NC(CCC1N1C(N(C2=C1C=CC(=C2)C#CCN2C[C@H](OCC2)CC#N)C)=O)=O 2-[(2R)-4-[3-[1-(2,6-Dioxo-3-piperidyl)-3-methyl-2-oxo-benzimidazol-5-yl]prop-2-ynyl]morpholin-2-yl]acetonitrile